ClC1=CC=C2C(=N1)N=C(O2)N2CCN(CC2)C(=O)C2=CC=C(C=C2)C=2OC(=NN2)CC(C)C (4-(5-Chlorooxazolo[4,5-b]pyridin-2-yl)piperazin-1-yl)(4-(5-isobutyl-1,3,4-oxadiazol-2-yl)phenyl)methanone